uranium plutonium americium [Am].[Pu].[U]